CC1N(CC(NC1)C)C(CC)=O 2,5-dimethylpiperazin-1-yl-propan-1-one